2-amino-5-fluoro-N-((1S,3R)-3-(2-(2-fluorophenyl)-6-(1H-1,2,4-triazol-3-yl)-1H-imidazo[4,5-c]pyridin-1-yl)cyclohexyl)benzamide NC1=C(C(=O)N[C@@H]2C[C@@H](CCC2)N2C(=NC=3C=NC(=CC32)C3=NNC=N3)C3=C(C=CC=C3)F)C=C(C=C1)F